(S)-2-((4-(6-((benzo[d]oxazol-2-yl)methoxy)pyridin-2-yl)piperidin-1-yl)methyl)-1-((oxetan-2-yl)methyl)-1H-benzo[d]imidazole-6-carboxylate O1C(=NC2=C1C=CC=C2)COC2=CC=CC(=N2)C2CCN(CC2)CC2=NC1=C(N2C[C@H]2OCC2)C=C(C=C1)C(=O)[O-]